OC1=CC=CC=C1 2-hydroxybenzene